FC1=CN=C2CC(CN(C2=C1)C1=CC=C(C=C1)C(F)(F)F)CNC(C)=O N-((7-fluoro-1-(4-(trifluoromethyl)phenyl)-1,2,3,4-tetrahydro-1,5-naphthyridin-3-yl)methyl)acetamide